tert-butyl (2-((2-(4-(6-isopropyl-5-methyl-7-oxo-4,7-dihydropyrazolo[1,5-a]pyrimidin-3-yl)-1H-pyrazol-1-yl)pyridin-4-yl)oxy)ethyl)carbamate C(C)(C)C1=C(NC=2N(C1=O)N=CC2C=2C=NN(C2)C2=NC=CC(=C2)OCCNC(OC(C)(C)C)=O)C